4-((5-(Phenylamino)-1-(4-(trifluoromethyl)benzyl)-1H-indol-7-amido)methyl)benzoic acid C1(=CC=CC=C1)NC=1C=C2C=CN(C2=C(C1)C(=O)NCC1=CC=C(C(=O)O)C=C1)CC1=CC=C(C=C1)C(F)(F)F